C(CCCCCCCCCCCCCCC(C)C)(=O)C(C(=O)O)(O)C iso-stearoyl-lactic acid